C(C)(C)(C)OC(N(C)CCCCI)=O (4-iodobutyl)(methyl)carbamic acid tert-butyl ester